1,2,6-trifluorochlorobenzene FC1=C(C(=CC=C1F)Cl)F